C(C)(C)(C)C=1C=CC(=C(C1)S(=O)(=O)NC(=O)C1=NC2=CC=CC(=C2C=C1)N1N=C(C=C1)C)OC N-((5-(tert-butyl)-2-methoxyphenyl)sulfonyl)-5-(3-methyl-1H-pyrazol-1-yl)quinoline-2-carboxamide